2-(benzylsulfanyl)propanedial C(C1=CC=CC=C1)SC(C=O)C=O